N-(4-cyclobutyl-1-methyl-5-phenyl-1H-pyrazol-3-yl)-4,4,4-trifluoro-3,3-dimethylbutanamide C1(CCC1)C=1C(=NN(C1C1=CC=CC=C1)C)NC(CC(C(F)(F)F)(C)C)=O